FCCCCCCCCS(=O)(=O)OCCCCCCCCCCCCCCC pentadecyl fluorooctyl-sulfonate